4-amino-3-bromo-2-iodo-1-((2-(trimethylsilyl)ethoxy)methyl)-1H-pyrrolo[3,2-c]pyridine-7-carbonitrile NC1=NC=C(C2=C1C(=C(N2COCC[Si](C)(C)C)I)Br)C#N